C(CCCC)(=O)C1=C(C(=O)[O-])C=CC=C1.[Na+] sodium 2-pentanoylbenzoate